Cl.[C@H]12[C@@H]3[C@H](NC[C@@H]3[C@H](C=C1)C2)C(=O)N[C@H](C(=O)N)C[C@H]2C(NCC2)=O (2S)-2-[(1R,2S,3S,6R,7S)-4-azatricyclo[5.2.1.0^{2,6}]dec-8-en-3-ylformamido]-3-[(3S)-2-oxopyrrolidin-3-yl]propanamide hydrochloride